C(#N)C1=CC(=C(C=C1)N1CC(N(C2(CC(C2)C(=O)N(C)C)C1=O)CC1=CC=C(C=C1)C(F)(F)F)=O)F (2s,4s)-8-(4-cyano-2-fluorophenyl)-N,N-dimethyl-6,9-dioxo-5-(4-(trifluoromethyl)benzyl)-5,8-diazaspiro[3.5]nonane-2-carboxamide